ClC(C1=NC=NC(=N1)C(Cl)(Cl)Cl)(Cl)Cl 2,4-bis(trichloromethyl)-s-triazine